4-TERT-BUTOXYCARBONYL-4-[6-(4-METHYLANILINO)PYRAZIN-2-YL]HEXANOIC ACID C(C)(C)(C)OC(=O)C(CCC(=O)O)(CC)C1=NC(=CN=C1)NC1=CC=C(C=C1)C